C(C)(C)(C)OC(=O)N1CC2=CC=CC(=C2CC1)CCCOC1=CC(=CC(=C1)C#N)NC1=CC=C(C=C1)O[Si](C)(C)C(C)(C)C.BrC1=C(C(=C(C(=C1[2H])[2H])C(C)(C)C)[2H])[2H] 1-bromo-4-tert-butylbenzene-2,3,5,6-d4 tert-Butyl-5-(3-{3-[(4-{[tert-butyl(dimethyl)silyl]oxy}phenyl)amino]-5-cyano-phenoxy}propyl)-3,4-dihydroisoquinoline-2(1H)-carboxylate